C(CCCCCCCCCCCCCCC)OC(CCCCCCC\C=C/C[C@H](O)CCCCCC)=O cetylricinoleate